C(C)OC(=O)C=1[C@@H](N=C(NC1C)C=1SC=CN1)C1=C(C(=C(C=C1)F)F)F (R)-6-methyl-2-(thiazol-2-yl)-4-(2,3,4-trifluorophenyl)-1,4-dihydropyrimidine-5-carboxylic acid ethyl ester